2-chloro-N-(4-chloro-1-methyl-3-(trifluoromethyl)-1H-pyrazol-5-yl)nicotinamide ClC1=C(C(=O)NC2=C(C(=NN2C)C(F)(F)F)Cl)C=CC=N1